ClC1=CC=C(C2=C1C=C(O2)F)COC2=C(C=CC=C2F)C=2CCN(C(C2)=O)CC2=NC1=C(N2C[C@H]2OCC2)C=C(C=C1)C(=O)O (S)-2-((4-(2-((4-chloro-2-fluorobenzofuran-7-yl)methoxy)-3-fluorophenyl)-6-oxo-3,6-Dihydropyridin-1(2H)-yl)methyl)-1-(oxetan-2-ylmethyl)-1H-benzo[d]imidazole-6-carboxylic acid